NC1=C(C(=NC=N1)N[C@@H]1C[C@H](CCC1)C(C=CC)=O)C1=CC=C(C=C1)OC1=CC=CC=C1 1-((1S,3S)-3-(6-Amino-5-(4-phenoxyphenyl)-pyrimidin-4-ylamino)-cyclohexyl)-but-2-en-1-one